C1(=CC=CC2=CC=CC=C12)C=1C(=NC=CC1)C(CC)C1=NC=CC=C1C1=CC=CC=C1.[Pt+2] platinum(II) {[(naphthyl)pyridinyl](phenylpyridinyl)propane}